tert-butyl ((1R,3S)-3-((6-chloro-2-(trifluoromethyl)quinolin-4-yl)amino)cyclohexyl)carbamate ClC=1C=C2C(=CC(=NC2=CC1)C(F)(F)F)N[C@@H]1C[C@@H](CCC1)NC(OC(C)(C)C)=O